FC1=C(C=CC(=C1)[C@@H]1NC[C@@H](C1)OC)C=1N=C2SC3=C(N2C1)C=CC(=C3)C(=O)NCCCN3CCC(CC3)F (2-fluoro-4-((cis)-4-methoxypyrrolidin-2-yl)phenyl)-N-(3-(4-fluoropiperidin-1-yl)propyl)benzo[d]imidazo[2,1-b]thiazole-7-carboxamide